(S)-4-((2-cyanophenyl)((8-methyl-4-oxochroman-7-yl)oxy)methyl)benzamide C(#N)C1=C(C=CC=C1)[C@H](C1=CC=C(C(=O)N)C=C1)OC1=CC=C2C(CCOC2=C1C)=O